(2R,3R,4S,5R,6R)-N-benzyl-3,5-dihydroxy-N-((1S,2S)-2-hydroxycyclohexyl)-6-(hydroxymethyl)-4-(4-(3,4,5-trifluorophenyl)-1H-1,2,3-triazol-1-yl)tetrahydro-2H-pyran-2-carboxamide C(C1=CC=CC=C1)N(C(=O)[C@@H]1O[C@@H]([C@@H]([C@@H]([C@H]1O)N1N=NC(=C1)C1=CC(=C(C(=C1)F)F)F)O)CO)[C@@H]1[C@H](CCCC1)O